2-(m-tolyl)acetic acid C1(=CC(=CC=C1)CC(=O)O)C